4-amino-N-phenylbenzenesulfonamide C1=CC=C(C=C1)NS(=O)(=O)C2=CC=C(C=C2)N